((1S,3S,4R)-2-benzyl-2-azabicyclo[2.2.1]Hept-3-yl)methanol C(C1=CC=CC=C1)N1[C@H]2CC[C@@H]([C@H]1CO)C2